CC1=CC=CC(=N1)NC(=O)[C@H]1N([C@@H]2CC[C@H]1C2)C(CN2C=C(C1=CC(=CC=C21)C2=CC=C1C=CC=NC1=C2)C(=O)N)=O 1-(2-((1R,3S,4S)-3-(6-methylpyridin-2-ylcarbamoyl)-2-azabicyclo[2.2.1]heptan-2-yl)-2-oxoethyl)-5-(quinolin-7-yl)-1H-indole-3-carboxamide